N,N-diethylbenzene-1,4-diamine C(C)N(C1=CC=C(C=C1)N)CC